C(C)(=O)[O-].C(CCCCCCCC)[NH+]1CC(CCC1)C 1-nonyl-3-Methylpiperidinium acetate